(Z)-4-((2',3-dioxo-[2,3'-biindolinylidene]-1'-yl)methoxy)-4-oxobutanoic acid O=C\1N(C2=CC=CC=C2/C1=C\1/NC2=CC=CC=C2C1=O)COC(CCC(=O)O)=O